7,9-dibromo-1H-pyrido[1,2-a]pyrimidin-2,8-dione BrC=1C(C(=C2N(C=CC(N2)=O)C1)Br)=O